CC1=NC(=CC(=C1)C=1NC2=CC=C(C=C2C1C(C)C)C1=CC2=C(CN(CC2)CC(=O)N(C)C)S1)C 2-(2-(2-(2,6-dimethylpyridin-4-yl)-3-isopropyl-1H-indol-5-yl)-4,7-dihydrothieno[2,3-c]pyridin-6(5H)-yl)-N,N-dimethylacetamide